N-(2-fluoro-3-(2-(3-methyl-3,8-diazabicyclo[3.2.1]octan-8-yl)-5-(2-(methylsulfonyl)pyrimidin-4-yl)thiazol-4-yl)phenyl)acetamide FC1=C(C=CC=C1C=1N=C(SC1C1=NC(=NC=C1)S(=O)(=O)C)N1C2CN(CC1CC2)C)NC(C)=O